ClC1=C(C=CC=C1)C=1C2=CC=CC=C2C=2C=CC(=CC2C1)C1=CC=CC2=CC=CC=C12 9-(2-chlorophenyl)-2-(naphthalen-1-yl)phenanthrene